(E)-N,N-diethylleucyl-aminonaphthalenesulfonyl chloride C(C)N([C@@H](CC(C)C)C(=O)C=1C(=C(C2=CC=CC=C2C1)S(=O)(=O)Cl)N)CC